9,4b-(epiminoethano)-phenanthren-6(7H)-one C1=CC=CC=2C34CC(CC=C3C(=CC12)NCC4)=O